(E)-N-(3-((4-((3,4-dichloro-2-fluorophenyl)amino)-7-methoxyquinazolin-6-yl)oxy)cyclobutyl)-4-(dimethylamino)but-2-enamide ClC=1C(=C(C=CC1Cl)NC1=NC=NC2=CC(=C(C=C12)OC1CC(C1)NC(\C=C\CN(C)C)=O)OC)F